L-12-aminolauric acid NCCCCCCCCCCCC(=O)O